C1(CCCC1)[C@H]1N(S(C2=C(N(C1)CC(C)(C)C)C=C(C(=C2)O\C=C(\C(=O)O)/F)CC)(=O)=O)C (R,Z)-3-((3-cyclopentyl-7-ethyl-2-methyl-5-neopentyl-1,1-dioxido-2,3,4,5-tetrahydrobenzo[f][1,2,5]thiadiazepin-8-yl)oxy)-2-fluoroacrylic acid